N1CC(N2C1COCC2)=S Tetrahydro-1H-imidazo[2,1-c][1,4]oxazine-3(2H)-thione